5-[(5R)-3-bromo-4,5-dihydroisoxazol-5-yl]-2-tert-butyl-N-[3-(trifluoromethyl)phenyl]aniline BrC1=NO[C@H](C1)C=1C=CC(=C(NC2=CC(=CC=C2)C(F)(F)F)C1)C(C)(C)C